C(C)OC([C@@H](N=CC1=CC=CC=C1)C)=O N-benzylidene-L-alanine ethyl ester